C(C)OC(=O)[C@@H]1[C@@H]2CC[C@H](CN1S(=O)(=O)C1=NC=C(C=C1)OC1=CC=C(C=C1)F)N2 (1s,2s,5r)-3-((5-(4-fluorophenoxy)pyridin-2-yl)sulfonyl)-3,8-diazabicyclo[3.2.1]octane-2-carboxylic acid ethyl ester